4-methyl-3,5-octanediol benzoate C(C1=CC=CC=C1)(=O)O.CC(C(CC)O)C(CCC)O